(2,2,2-trifluoro-1-(2'-fluoro-2-(methoxymethyloxy)-4'-(methylsulfonyl)-[1,1'-biphenyl]-4-yl)ethyl)-L-leucine methyl ester COC([C@@H](NC(C(F)(F)F)C1=CC(=C(C=C1)C1=C(C=C(C=C1)S(=O)(=O)C)F)OCOC)CC(C)C)=O